(7-fluoro-1,3-dihydroisobenzofuran-5-yl)boronic acid FC=1C=C(C=C2COCC12)B(O)O